ClC1=C(C=CC=C1)C1CNCC1 3-(2-chlorophenyl)pyrrolidine